FC(C(=O)N)(C1=CC=C(C=C1)OCCOC)F difluoro-2-(4-(2-methoxyethoxy)phenyl)acetamide